C(C)(=O)N[C@H]1[C@@H](C=C(C[C@@H]1NCC1=CC=CC2=CC=CC=C12)C(=O)O)OC(CC)CC (3R,4R,5S)-4-acetamido-5-((naphthalen-1-ylmethyl)amino)-3-(pent-3-yloxy)cyclohex-1-ene-1-carboxylic acid